(E)-Prop-1-ene-1,2-diyldibenzene C(=C(/C)\C1=CC=CC=C1)/C1=CC=CC=C1